Trans-(3-(2-chloro-5-(2,2-dichloro-3-(3,5-dichlorophenyl)cyclopropane-1-carboxamido)benzamido)-2,4-difluorophenyl)carbamic acid tert-butyl ester C(C)(C)(C)OC(NC1=C(C(=C(C=C1)F)NC(C1=C(C=CC(=C1)NC(=O)[C@@H]1C([C@H]1C1=CC(=CC(=C1)Cl)Cl)(Cl)Cl)Cl)=O)F)=O